C(C)=C1C=C2N=CC(C[C@H](N)C(=O)O)=C2C=C1 6-ethyl-1-yl-tryptophan